N5-(2-(Dimethylamino)ethyl)-N7-methyl-3-phenyl-2,3-dihydrobenzofuran-5,7-dicarboxamid CN(CCNC(=O)C=1C=C(C2=C(C(CO2)C2=CC=CC=C2)C1)C(=O)NC)C